C(#N)C1=NC=C(C(=C1C1=CC(=CC(=C1)F)F)N1C[C@@](CC1)(C)NC(OC(C)(C)C)=O)C(N[C@H](C(F)(F)F)C)=O tert-butyl ((S)-1-(2-cyano-3-(3,5-difluorophenyl)-5-(((S)-1,1,1-trifluoropropan-2-yl)carbamoyl)pyridin-4-yl)-3-methylpyrrolidin-3-yl)carbamate